CN1C(=C(C=C1)C(=O)NC1=CC=C(C=C1)OCOCC[Si](C)(C)C)C 1,2-dimethyl-N-(4-{[2-(trimethylsilyl)ethoxy]methoxy}phenyl)-1H-pyrrole-3-carboxamide